methyl 3-[2-(p-tolylsulfonyloxy)ethoxy]cyclobutanecarboxylate C1(=CC=C(C=C1)S(=O)(=O)OCCOC1CC(C1)C(=O)OC)C